C(C1=CC=CC=C1)N1CCC(CC1)(C#N)C1=C(C=CC=C1)F 1-Benzyl-4-(2-fluorophenyl)piperidine-4-carbonitrile